Cl.CNC(=O)C1CC1 N-methyl-cyclopropanecarboxamide-hydrochloride